BrC=1C=CC2=C(CN(S2(=O)=O)CC2=CC=C(C=C2)OC)C1F 5-bromo-4-fluoro-2-(4-methoxybenzyl)-2,3-dihydrobenzo[d]isothiazole 1,1-dioxide